O=C1N[C@H]([C@H]2CC[C@@H]1N2C(=O)OC(C)(C)C)C(=O)OCC 8-(tert-butyl) 2-ethyl (1r,2r,5s)-4-oxo-3,8-diazabicyclo[3.2.1]octane-2,8-dicarboxylate